O=C1C2(CC2CCCN1)C(=O)OCC ethyl 2-oxo-3-azabicyclo[5.1.0]octane-1-carboxylate